FC1=CC(=CC2=C1N=C(S2)N(C2C[C@@H](NCC2)C)CC)C=2C=CC=1N(N2)C=C(N1)C 4-fluoro-N-ethyl-6-(2-methylimidazo[1,2-b]pyridazin-6-yl)-N-[(2S)-2-methylpiperidin-4-yl]-1,3-benzothiazol-2-amine